(1'R,2'R)-5'-(hydroxymethyl)-4-(2-methyloctan-2-yl)-2'-(prop-1-en-2-yl)-1',2',3',4'-tetrahydro-[1,1'-biphenyl]-2,6-diol OCC=1CC[C@H]([C@@H](C1)C=1C(=CC(=CC1O)C(C)(CCCCCC)C)O)C(=C)C